2-(difluoromethyl)-4-fluoroaniline FC(C1=C(N)C=CC(=C1)F)F